6-chloro-2-cyclopropylmethyl-2H-indazole ClC=1C=CC2=CN(N=C2C1)CC1CC1